[Cl-].C(C)OC(CC1CCC(CC1)[NH3+])=O (1r,4r)-4-(2-Ethoxy-2-oxoethyl)cyclohexan-1-aminium chloride